2-fluoro-4-(hydroxymethyl)-6-nitrophenol FC1=C(C(=CC(=C1)CO)[N+](=O)[O-])O